NC=1N=NC(=CC1N1CC2CCC(C1)N2C2=NC=C(C=N2)C2CCN(CC2)C2CC1(CN(C1)C(=O)OC(C)(C)C)C2)C2=C(C=CC=C2)O tert-butyl 6-(4-(2-(3-(3-amino-6-(2-hydroxyphenyl)pyridazin-4-yl)-3,8-diazabicyclo[3.2.1]octan-8-yl)pyrimidin-5-yl)piperidin-1-yl)-2-azaspiro[3.3]heptane-2-carboxylate